C1=CC=CC=2C3=CC=CC=C3C(C12)(C1=CC=C(C=C1)O)C1=CC=C(C=C1)O 4,4'-(9H-fluoren-9-ylidene)bisphenol